2-(3-azabicyclo[3.1.0]hexan-3-yl)-N-[7-fluoro-2-[[2-[2-oxo-3-(3-oxo-4H-pyrazino[2,3-b][1,4]oxazin-6-yl)oxazolidin-5-yl]ethylamino]methyl]indan-5-yl]acetamide C12CN(CC2C1)CC(=O)NC=1C=C2CC(CC2=C(C1)F)CNCCC1CN(C(O1)=O)C1=NC2=C(OCC(N2)=O)N=C1